FC=1C=C2CCN(C2=CC1S(=O)(CCOC)=N)C(=O)[C@@H]1OC2=C(C1)C=C(C=C2)C2=NC=CC=C2 (5-fluoro-1-((R)-5-(pyridin-2-yl)-2,3-dihydrobenzofuran-2-carbonyl)indolin-6-yl)(imino)(2-methoxyethyl)-λ6-sulfanone